C1(=CC(=CC=C1)C=CC=1C=CC(=C(C(=O)O)C1)O)C1=CC=CC=C1 5-(2-([1,1'-biphenyl]-3-yl)vinyl)-2-hydroxybenzoic acid